(ethane-1,2-diylbis(oxy))bis(ethan-1-ol) C(COCCO)OCCO